8-chloro-7-((2-methyl-1-((2-(trimethylsilyl)ethoxy)methyl)-1H-benzo[d]imidazol-6-yl)oxy)-2-(1-(piperidin-4-yl)-1H-pyrazol-4-yl)quinoxaline ClC=1C(=CC=C2N=CC(=NC12)C=1C=NN(C1)C1CCNCC1)OC=1C=CC2=C(N(C(=N2)C)COCC[Si](C)(C)C)C1